C(#N)C1=NNC=C1B1OC(C(O1)(C)C)(C)C 3-cyano-4-(4,4,5,5-tetramethyl-1,3,2-dioxaborolan-2-yl)pyrazole